isopropyl-L-lysine C(C)(C)N[C@@H](CCCCN)C(=O)O